FC1=C(C=C(C=C1)NC(=O)[C@H]1C[C@H]2CC[C@@H]1C2)C(F)(F)F (1S,2R,3S,4R)-3-((4-fluoro-3-(trifluoromethyl)phenyl)carbamoyl)bicyclo[2.2.1]heptan